N-glycidyl-N,N-dimethyl-N-hexadecyl-ammonium chloride [Cl-].C(C1CO1)[N+](CCCCCCCCCCCCCCCC)(C)C